[Na+].[Cu+2].C(CN(CC(=O)[O-])CC(=O)[O-])N(CC(=O)O)CC(=O)[O-] ethylenediaminetetraacetic acid copper sodium salt